N1(N=CC(=C1)N)C=1NN=CC1 2'H-[1,3'-bipyrazol]-4-amine